3-[3-[4-(chloromethyl)phenyl]-6-phenyl-imidazo[4,5-b]pyridin-2-yl]pyridin-2-amine ClCC1=CC=C(C=C1)N1C(=NC=2C1=NC=C(C2)C2=CC=CC=C2)C=2C(=NC=CC2)N